FC=1C=CC(=NC1C(F)(F)F)[C@@H](NC(=O)N1[C@@H](C(NCC1)=O)C)C1=CC=C(C=C1)OC(F)(F)F (2R)-N-((S)-(5-fluoro-6-(trifluoromethyl)pyridin-2-yl)(4-(trifluoromethoxy)-phenyl)methyl)-2-methyl-3-oxopiperazine-1-carboxamide